CN(C1=CC(=C(C=C1)OC)NC([C@@H](NC(CC)=O)CC(C)C)=O)C1=CC(OC2=CC=CC=C12)=O 4-(N-methyl-N-(3-(N-propionyl-L-leucinylamino)-4-methoxyphenyl)-amino)coumarin